3-[2-(3-Chloro-6-fluoroquinolin-7-yl)ethynyl]-1-[(3S,5R)-5-(methoxymethyl)-1-(prop-2-enoyl)pyrrolidin-3-yl]-5-(methylamino)pyrazole-4-carboxamide ClC=1C=NC2=CC(=C(C=C2C1)F)C#CC1=NN(C(=C1C(=O)N)NC)[C@@H]1CN([C@H](C1)COC)C(C=C)=O